2,5-dibromo-3-dodecyl-thieno[3,2-b]thiophene BrC1=C(C2=C(S1)C=C(S2)Br)CCCCCCCCCCCC